COC1=CC=C(C=C1)CN1C(C2=CC=CC(=C2C1C1=C(C=CC=C1)C)NC(=O)C1=CSC2=C1C=CC=C2)=O N-{2-[(4-methoxyphenyl)methyl]-3-(2-methylphenyl)-1-oxo-2,3-dihydro-1H-isoindol-4-yl}-1-benzothiophene-3-carboxamide